N1=C(C=CC=C1)C=1C(=C(C(=C(C1)N=C)C)C)C N-[(2-pyridyl)trimethylphenyl]methyleneamine